ethyl 5-(N-(2-(4-(3-bromothiophene-2-carbonyl) piperazin-1-yl) phenyl)-N-(2-cyclohexylethyl) sulfamoyl)-3-methylbenzothiophene-2-carboxylate BrC1=C(SC=C1)C(=O)N1CCN(CC1)C1=C(C=CC=C1)N(S(=O)(=O)C=1C=CC2=C(C(=C(S2)C(=O)OCC)C)C1)CCC1CCCCC1